C(C)OC=1C=C(C=2N(C1)N=C1C2C=NN1)C=1C=CC(=NC1)N1C2CN(C(C1)CC2)C(=O)OC(C)(C)C tert-butyl 5-(5-(6-ethoxy-1H-pyrazolo[3',4':3,4]pyrazolo[1,5-a]pyridin-4-yl) pyridin-2-yl)-2,5-diazabicyclo[2.2.2]octane-2-carboxylate